[6-[(3,5-difluoro-2-pyridinyl)methyl]-2-azaspiro[3.3]heptan-2-yl]-[(3S)-3-(tetrazol-1-yl)pyrrolidin-1-yl]methanone FC=1C(=NC=C(C1)F)CC1CC2(CN(C2)C(=O)N2C[C@H](CC2)N2N=NN=C2)C1